N-(2-cyclopropyl-2,2-difluoroethyl)-5-(3-(1-methyl-1H-pyrazol-4-yl)pyrazolo[1,5-a]pyridin-5-yl)-7H-pyrrolo[2,3-d]pyrimidin-2-amine C1(CC1)C(CNC=1N=CC2=C(N1)NC=C2C2=CC=1N(C=C2)N=CC1C=1C=NN(C1)C)(F)F